[Cr].[Si].[N] nitrogen silicon chromium